methoxydimethyl{3-[(oxiran-2-yl)methoxy]propyl}silane CO[Si](CCCOCC1OC1)(C)C